ClC1=CC=C(S1)S(=O)(=O)NC=1C=CC=C2C=CC(=NC12)CN(C)C 5-Chloro-N-(2-((dimethylamino)methyl)quinolin-8-yl)thiophene-2-sulfonamide